[N+](=O)([O-])C=1C=C(C=CC1)C(F)(F)F M-nitrotrifluoromethylbenzene